(E)-3-(4-(((E)-3-(3,4-dihydroxyphenyl)acryloyl)oxy)-3-hydroxyphenyl)acrylic acid OC=1C=C(C=CC1O)/C=C/C(=O)OC1=C(C=C(C=C1)/C=C/C(=O)O)O